[Br-].C(CCC)C1=CC=C(C=C1)N=NC1=CC=C(OCCCC[N+](CC)(C)C)C=C1 4-[4-[(4-butylphenyl)azo]phenoxy]butyl-dimethylethyl-ammonium bromide